5-fluoro-N-((3R,4R)-3-fluoro-1-(methylsulfonyl)piperidin-4-yl)-7-(cis-3-fluorocyclopentyl)pyrrolo[2,1-f][1,2,4]triazin-2-amine FC=1C=C(N2N=C(N=CC21)N[C@H]2[C@@H](CN(CC2)S(=O)(=O)C)F)[C@@H]2C[C@@H](CC2)F